CNCS(=O)(=O)[O-] N-methylaminomethanesulfonate